BrCC=1C(=C(C=NC1)NC1C(NC(CC1)=O)=O)F 3-((5-(bromomethyl)-4-fluoropyridin-3-yl)amino)piperidine-2,6-dione